CCCCCCCCCC(=O)N(C)CCS(=O)(=O)[O-].[Na+] sodium caproyl methyl taurate